tert-Butyl 4-((5-((methylsulfonyl)oxy)pentyl)carbamoyl)piperidine-1-carboxylate CS(=O)(=O)OCCCCCNC(=O)C1CCN(CC1)C(=O)OC(C)(C)C